Cl.ClC=1C=C2C(=NN(C2=CC1[N+]#[C-])COCC[Si](C)(C)C)C1NCCC2=C(C=CC=C12)C (5-chloro-6-isocyano-1-((2-(trimethylsilyl)ethoxy)methyl)-1H-indazol-3-yl)-5-methyl-1,2,3,4-tetrahydroisoquinoline hydrochloride